C(C)(C)(C)OC(=O)N1CCN(CC1)C=1C(=NC(=CC1)C(NC)=O)CC.ClC1=C(C=CC=C1)CC(=O)NC1=CC(=C(C=C1)C1=NC=C(C=C1)Cl)S(N)(=O)=O 2-(2-Chlorophenyl)-N-[4-(5-chloropyridin-2-yl)-3-sulfamoylphenyl]acetamide tert-butyl-4-[2-ethyl-6-(methylcarbamoyl)-3-pyridyl]piperazine-1-carboxylate